N-({4-methyl-2-[6-methyl-3-(2H-1,2,3-triazol-2-yl)pyridine-2-carbonyl]-2-azabicyclo[3.1.1]hept-3-yl}methyl)quinoxalin-2-amine CC1C(N(C2CC1C2)C(=O)C2=NC(=CC=C2N2N=CC=N2)C)CNC2=NC1=CC=CC=C1N=C2